N-[(trans)-4-hydroxytetrahydrofuran-3-yl]-3-oxo-2-(pyridin-3-yl)-6-[4-(trifluoromethoxy)phenyl]-2,3-dihydropyridazine-4-carboxamide O[C@H]1[C@@H](COC1)NC(=O)C=1C(N(N=C(C1)C1=CC=C(C=C1)OC(F)(F)F)C=1C=NC=CC1)=O